CC1=NC=CC(=C1)C=1C=NC(=NC1)N 5-(2-methylpyridin-4-yl)pyrimidin-2-amine